4-chloro-2-(1-methyl-1H-pyrazol-4-yl)-1-p-toluenesulfonyl-1H-pyrrole ClC=1C=C(N(C1)S(=O)(=O)C1=CC=C(C)C=C1)C=1C=NN(C1)C